C=CCC z-butene